tetrasodium ethylenediaminetetraacetate salt C(CN(CC(=O)[O-])CC(=O)[O-])N(CC(=O)[O-])CC(=O)[O-].[Na+].[Na+].[Na+].[Na+]